C(C)(=O)OC1=C(C=CC(=C1)C1CCC1)N1N=C2CCN(C[C@H]3C2=C1CCN3C(=O)C=3C=C(C1=C(N=CS1)C3)O)C(C=C)=O |o1:21| (R or S)-2-(7-acryloyl-5-(7-hydroxybenzo[d]thiazole-5-carbonyl)-3,4,5,5a,6,7,8,9-octahydro-2H-1,2,5,7-tetraazabenzo[cd]azulen-2-yl)-5-cyclobutylphenyl acetate